Propyl-3-(3-hydroxyprop-2-ynoxy)propanoate C(CC)OC(CCOCC#CO)=O